3-[1-(4,4-diethyl-2-imino-6-oxo-hexahydropyrimidin-1-yl)-3-(difluoromethoxy)propyl]-N-[(1R,2R)-2-hydroxy-2-methyl-indan-1-yl]benzamide C(C)C1(NC(N(C(C1)=O)C(CCOC(F)F)C=1C=C(C(=O)N[C@H]2[C@](CC3=CC=CC=C23)(C)O)C=CC1)=N)CC